ethyl (4-(allyl(4-(trifluoromethyl)benzyl)amino)-2-amino-3-fluorophenyl)carbamate C(C=C)N(C1=C(C(=C(C=C1)NC(OCC)=O)N)F)CC1=CC=C(C=C1)C(F)(F)F